3-(1-(cyclopropylmethyl)-1H-pyrazol-3-yl)-4-methylaniline C1(CC1)CN1N=C(C=C1)C=1C=C(N)C=CC1C